C12C(CC(C=C1)C2)C(=O)OC(CSCCCCCCP(O)(O)=O)COC(=O)C2C1C=CC(C2)C1 6-(2,3-Bis(5-norbornen-2-ylcarbonyloxy)propylthio)hexylphosphonic acid